NC1=NN2C(C=C(C=C2)C=2C(=CC(=C(C(=O)OC)C2)C)Cl)=N1 methyl 5-(2-amino-[1,2,4]triazolo[1,5-a]pyridin-7-yl)-4-chloro-2-methylbenzoate